2-(2-bromophenyl)-1,3-dioxolane BrC1=C(C=CC=C1)C1OCCO1